BrC1=C(C(=C2C(=NC(=NC2=C1F)OC[C@]12CCCN2C[C@@H](C1)F)N1CC2CCC(C1)N2C(=O)OC(C)(C)C)C)I tert-butyl 3-(7-bromo-8-fluoro-2-(((2R,7aS)-2-fluorotetrahydro-1H-pyrrolizin-7a(5H)-yl)methoxy)-6-iodo-5-methylquinazolin-4-yl)-3,8-diazabicyclo[3.2.1]octane-8-carboxylate